C(C1=CC=CC=C1)O[C@@H]1C[C@H](N(C1)C([C@H](C(C)(C)C)NC(=O)C1=CC2=C(S1)C=CC(=C2)C(F)(F)P(O)(O)=O)=O)C(=O)N2C[C@H](OCC2)C2=CC=CC=C2 ((2-(((S)-1-((2S,4R)-4-(benzyloxy)-2-((R)-2-phenylmorpholine-4-carbonyl)pyrrolidin-1-yl)-3,3-dimethyl-1-oxobutan-2-yl)carbamoyl)benzo[b]thiophen-5-yl)difluoromethyl)phosphonic acid